(4-methoxy-3-buten-1-yl)benzene COC=CCCC1=CC=CC=C1